6-chloro-7-fluoro-tetrazolo[5,1-a]phthalazine ClC1=NN2C(C3=CC=CC(=C13)F)=NN=N2